3-({3-[(2S)-2-(4-chlorophenyl)-1-fluoro-2-hydroxyethyl]-1,2,4-oxadiazol-5-yl}methyl)-1,5-dimethyl-1,2,3,4-tetrahydropyrimidine-2,4-dione ClC1=CC=C(C=C1)[C@@H](C(F)C1=NOC(=N1)CN1C(N(C=C(C1=O)C)C)=O)O